2-methyl-6-morpholino-4-[[(1R)-1-[3-nitro-5-(trifluoromethyl)phenyl]ethyl]amino]pyrido[4,3-d]pyrimidin-7-one CC=1N=C(C=2C(N1)=CC(N(C2)N2CCOCC2)=O)N[C@H](C)C2=CC(=CC(=C2)C(F)(F)F)[N+](=O)[O-]